6-methyl-2-oxo-4-phenyl-1,2,3,4-tetrahydropyrimidine-5-carboxylic acid ethyl ester C(C)OC(=O)C=1C(NC(NC1C)=O)C1=CC=CC=C1